3-benzoyl-7-methoxy-coumarin C(C1=CC=CC=C1)(=O)C=1C(OC2=CC(=CC=C2C1)OC)=O